1,2-dimethyl-1,2-dihydro-3H-benzol CC1C(CCC=C1)C